Cl.FC1=NC=C(C=C1[C@@H](C)N(C(O)=O)C1=C(N=NN1C)C1=NC(=C(C=C1)N)C)F.FC(C1CN(CC1)C1=CC=C(N)C=C1)(F)F 4-(3-(trifluoromethyl)pyrrolidin-1-yl)aniline (R)-1-(2,5-difluoropyridin-3-yl)ethyl-(4-(5-amino-6-methylpyridin-2-yl)-1-methyl-1H-1,2,3-triazol-5-yl)carbamate hydrochloride